ClC=1N=CC2=C(N1)C(=CN2C(C)C)N2C[C@H]([C@H](CC2)F)F 2-chloro-7-((cis)-3,4-difluoropiperidin-1-yl)-5-isopropyl-5H-pyrrolo[3,2-d]pyrimidine